3-(quinoxalin-2-yl)-3-(4-(3-(5,6,7,8-tetrahydro-1,8-naphthyridin-2-yl)propyl)-1H-indazol-1-yl)propionic acid N1=C(C=NC2=CC=CC=C12)C(CC(=O)O)N1N=CC2=C(C=CC=C12)CCCC1=NC=2NCCCC2C=C1